C(C)(C)(C)[S@@](=O)N[C@H](C1=NC2=C(N1)C=CC(=C2)[C@@H](C)NC(C[C@@H](C(F)(F)F)C)=O)C2CCC(CC2)(F)F |o1:22| (S*)-N-((R)-1-(2-((S)-(((R)-tert-Butylsulfinyl)amino)(4,4-difluorocyclohexyl)methyl)-1H-benzo[d]imidazol-5-yl)ethyl)-4,4,4-trifluoro-3-methylbutanamide